C1(CCCCC1)N1C(C2C3C=CC(C2C1=O)C3)=O 4-cyclohexyl-4-aza-tricyclo[5.2.1.02,6]-8-decene-3,5-dione